pyrrolo[2,3-e]pyrimidine-6-carboxamide N1=CN=CC2=C1C=C(N2)C(=O)N